(4S)-N-[8-(3,5-dichlorophenyl)-4-morpholino-3-quinolyl]chromane-4-carboxamide ClC=1C=C(C=C(C1)Cl)C=1C=CC=C2C(=C(C=NC12)NC(=O)[C@H]1CCOC2=CC=CC=C12)N1CCOCC1